C(C)(C)(C)C=1C=CC(=C(C1)NC(=O)C=1N=NN(C1C)C1=C(C=CC(=C1)OC)OC)OC(CC)CCC N-(5-(TERT-BUTYL)-2-(HEXAN-3-YLOXY)PHENYL)-1-(2,5-DIMETHOXYPHENYL)-5-METHYL-1H-1,2,3-TRIAZOLE-4-CARBOXAMIDE